ClC1=CC=C(C=C1)NC(C(C)C1CCC(CC1)C1=CC(=NC(=C1)C)C)=O N-(4-chlorophenyl)-2-(4-(2,6-dimethylpyridin-4-yl)cyclohexyl)propanamide